rac-3-Chloro-6-((1R,2R)-2-(difluoromethoxy)cyclopropyl)-2-(2-fluorobenzyl)-2,6-dihydro-7H-pyrazolo[3,4-d]pyridazin-7-one ClC=1N(N=C2C(N(N=CC21)[C@H]2[C@@H](C2)OC(F)F)=O)CC2=C(C=CC=C2)F |r|